C(C=C)N1S(N(CC=2C=C(C=3C=CNC3C21)Cl)CC2CCN(CC2)C(=O)OC(C)(C)C)(=O)=O tert-butyl 4-((1-allyl-6-chloro-2,2-dioxido-4,9-dihydro-[1,2,6]thiadiazino[4,3-g]indol-3(1H)-yl)methyl)piperidine-1-carboxylate